1-ethyl-1,4-dihydro-5H-tetrazol-5-one C(C)N1N=NNC1=O